C(C)N1C(=NC=C1)S(=O)(=O)NC=1C(=CC=C2C=CC=NC12)C 1-ethyl-N-(7-methylquinolin-8-yl)-1H-imidazole-2-sulfonamide